(R)-5-(8-methoxy-[1,2,4]triazolo[1,5-a]pyridin-6-yl)-1-(1-((tetrahydro-2H-pyran-4-yl)methyl)piperidin-3-yl)-6-(trifluoromethyl)-1,3-dihydro-2H-benzo[d]imidazol-2-one COC=1C=2N(C=C(C1)C1=CC3=C(N(C(N3)=O)[C@H]3CN(CCC3)CC3CCOCC3)C=C1C(F)(F)F)N=CN2